BrC=1C=NC=C(C1C)C1=NC=CC=C1F 3-bromo-5-(3-fluoro-2-pyridinyl)-4-methyl-pyridine